(phenyl)(dimethylfluorenyl)(phenyl)[di(phenyl)triazinylphenyl]dibenzothiophene C1(=CC=CC=C1)C1=C(C(=C(C2=C1SC1=C2C=CC=C1)C1=C(C(=C(C=C1)C1=CC=CC=C1)C1=CC=CC=C1)C1=NN=NC=C1)C1=CC=CC=C1)C1=C(C(=CC=2C3=CC=CC=C3CC12)C)C